C(#N)C=1C=C(OC=2C(=C3C=CN(C3=CC2F)S(=O)(=O)C2=CC=C(C)C=C2)CC(C(=O)OC)(C)C)C=CC1F Methyl 3-(5-(3-cyano-4-fluorophenoxy)-6-fluoro-1-tosyl-1H-indol-4-yl)-2,2-dimethylpropanoate